4-(benzyloxy)-3-(5-(1-((2-(trimethylsilyl)ethoxy)methyl)-1H-1,2,4-triazol-5-yl)pyridin-3-yl)phenyl benzylcarbamate C(C1=CC=CC=C1)NC(OC1=CC(=C(C=C1)OCC1=CC=CC=C1)C=1C=NC=C(C1)C1=NC=NN1COCC[Si](C)(C)C)=O